ClC=1C=NC(=C(C1N)[N+](=O)[O-])Cl 3,6-dichloro-5-nitropyridine-4-amine